2-(4-carbamoyl-7H-pyrrolo[2,3-d]pyrimidin-7-yl)acetic acid C(N)(=O)C=1C2=C(N=CN1)N(C=C2)CC(=O)O